tert-butyl 4-((1-(4-(4-chloro-7H-pyrrolo[2,3-d]pyrimidin-6-yl)benzyl)piperidin-4-yl)oxy)piperidine-1-carboxylate ClC=1C2=C(N=CN1)NC(=C2)C2=CC=C(CN1CCC(CC1)OC1CCN(CC1)C(=O)OC(C)(C)C)C=C2